t-butyl-bis(dimethylamino)tin iodide C(C)(C)(C)[Sn](N(C)C)(N(C)C)I